Racemic-(1r,2r)-2-(3-((E)-4-((tert-butyldimethylsilyl)oxy)but-2-en-2-yl)phenyl)cyclopropane-1-carboxylic acid ethyl ester C(C)OC(=O)[C@H]1[C@@H](C1)C1=CC(=CC=C1)\C(\C)=C\CO[Si](C)(C)C(C)(C)C |r|